1-(4-bromo-2,6-difluorobenzyl)-8-methoxy-2-oxo-1,2-dihydropyrazino[2,3-c][1,8]naphthyridin-3-carboxylic acid BrC1=CC(=C(CN2C(C(=NC=3C=NC=4N=C(C=CC4C32)OC)C(=O)O)=O)C(=C1)F)F